C(C)(C)(C)OC(=O)N1C2(CC(C1)(C2)C(NCC2=CC=CC=C2)=O)COCC2=CC=CC=C2 4-(benzylcarbamoyl)-1-((benzyloxy)methyl)-2-azabicyclo[2.1.1]hexane-2-carboxylic acid tert-butyl ester